CN(CCCC(=O)NCCCCCCC(C(=O)[O-])(C(=O)[O-])C)C 2-(6-(4-(dimethylamino)butanamido)hexyl)-2-methylmalonate